ClC=1C(C2=C(NC1C)SC1=C2C=CC(=C1)C1=C(C=C(C=C1)C(F)(F)F)F)=O 3-chloro-7-(2-fluoro-4-(trifluoromethyl)phenyl)-2-methylbenzo[4,5]thieno[2,3-b]pyridin-4(1H)-one